methyl (S)-4-((R)-2-((4-(2-chloro-4-fluorophenyl)-1-oxo-1,2-dihydroisoquinolin-7-yl)oxy)propanoyl)morpholine-3-carboxylate ClC1=C(C=CC(=C1)F)C1=CNC(C2=CC(=CC=C12)O[C@@H](C(=O)N1[C@@H](COCC1)C(=O)OC)C)=O